O[C@H]1[C@@H](O[C@]([C@H]1O)(CO[Si](C(C)C)(C(C)C)C(C)C)CO)N1C2=NC=NC(=C2N=C1)NC(C1=CC=CC=C1)=O N-[9-[(2R,3R,4S,5S)-3,4-dihydroxy-5-(hydroxymethyl)-5-(triisopropylsilyloxymethyl)-tetrahydrofuran-2-yl]purin-6-yl]benzamide